1-pentyl-1-propanesulfonate Sodium [Na+].C(CCCC)C(CC)S(=O)(=O)[O-]